BrC1=C(C(=CC=C1)C)O 2-bromo-6-methyl-phenol